(2R,3S)-2-((2R,3R)-3-((R,E)-2-hydroxy-2-methyl-4-(tributylstannyl)but-3-en-1-yl)oxiran-2-yl)pentan-3-ol O[C@](C[C@@H]1[C@H](O1)[C@H](C)[C@H](CC)O)(\C=C\[Sn](CCCC)(CCCC)CCCC)C